FC=1C=C(C=NC1O)N1N=C2N(C1=O)C(CC2)C2=CC=CC=C2 2-(5-fluoro-6-hydroxy-3-pyridyl)-5-phenyl-6,7-dihydro-5H-pyrrolo[2,1-c][1,2,4]triazol-3-one